COC1=CC=C(C(=C1OC)OC)OC 2,3,4,5-tetramethoxybenzene